3-methyl-1-(1-methylpiperidin-4-yl)-5-nitro-1H-indazole CC1=NN(C2=CC=C(C=C12)[N+](=O)[O-])C1CCN(CC1)C